Ammonium octadec-17-yn-1-yl ((((R)-1-(6-amino-9H-purin-9-yl)propan-2-yl)oxy)methyl)phosphonate NC1=C2N=CN(C2=NC=N1)C[C@@H](C)OCP(OCCCCCCCCCCCCCCCCC#C)([O-])=O.[NH4+]